C1=CC=CC=2C3=CC=CC=C3C(C12)COC(=O)N[C@H](C(=O)NC=1C=CC(=C(COC(NC)=O)C1)CO)C (S)-(5-(2-((((9H-fluoren-9-yl)methoxy)carbonyl)amino)propionamido)-2-(hydroxymethyl)benzyl)(methyl)carbamate